C1(CC1)COC1=C(OC=2C(=NC=NC2)N2CC3(CCN(C3)CC3=CNC4=CC(=CC=C34)C(=O)N)CC2)C=CC(=C1)F 3-((7-(5-(2-(cyclopropylmethoxy)-4-fluorophenoxy)pyrimidin-4-yl)-2,7-diazaspiro[4.4]nonan-2-yl)methyl)-1H-indole-6-carboxamide